OC[C@@H](C1=CC=C(C=C1)C1=CC=NN1C)NC([C@H]1NCCC1)=O N-{(1R)-2-hydroxy-1-[4-(1-methyl-1H-pyrazol-5-yl)phenyl]ethyl}-L-prolinamide